FC1=C(C=CC(=C1)F)C1=CC(=CC(=C1)C)[C@H](CC(=O)OCC)NC(=O)NC=1C(N(C(=CC1O)C)C)=O Ethyl (S)-3-(2',4'-Difluoro-5-methylbiphenyl-3-yl)-3-(3-(4-hydroxy-1,6-dimethyl-2-oxo-1,2-dihydropyridin-3-yl)ureido)propanoat